C(CCCCCCCCCCCCCC=C)=O 15-hexadecenal